ethyl 6-(2-acetamidobenzo[d]thiazol-6-yl)-3-methyl-4,5-dihydropyridazine-4-carboxylate C(C)(=O)NC=1SC2=C(N1)C=CC(=C2)C=2CC(C(=NN2)C)C(=O)OCC